CC(CC(=O)O)(C)C1=C(C(C(=C(C1=O)C)C)=O)C 3-methyl-3-(2,4,5-trimethyl-3,6-dioxocyclohexa-1,4-dien-1-yl)butanoic acid